tert-butyl 5-bromo-3-(methoxymethyl)-1-oxoisoindoline-2-carboxylate BrC=1C=C2C(N(C(C2=CC1)=O)C(=O)OC(C)(C)C)COC